C(C)(C)(C)OC(=O)N1C[C@@H](N(CC1)C1CCC(CC1)N1N=C2C=C(C(=CC2=C1)NC(C(F)(F)F)=O)C(=O)OC)COC methyl 2-((1R,4r)-4-((R)-4-(tert-butoxycarbonyl)-2-(methoxymethyl)piperazin-1-yl)cyclohexyl)-5-(2,2,2-trifluoroacetamido)-2H-indazole-6-carboxylate